(R)-N-(tert-butyl)-3-(4-cyanophenethyl)-1-(2-(pyridin-2-yl)propan-2-yl)pyrrolidine-3-carboxamide C(C)(C)(C)NC(=O)[C@]1(CN(CC1)C(C)(C)C1=NC=CC=C1)CCC1=CC=C(C=C1)C#N